4-((3-CHLORO-2-METHYL-1H-PYRROLO[2,3-B]PYRIDIN-4-YL)OXY)-2-FLUOROANILINE ClC1=C(NC2=NC=CC(=C21)OC2=CC(=C(N)C=C2)F)C